2-(5-bromo-2-(trifluoromethyl)phenyl)-2H-1,2,3-triazole 1-oxide BrC=1C=CC(=C(C1)N1[N+](=CC=N1)[O-])C(F)(F)F